CN1C(N(C=2C1=NC=C(C2)C=2C=C(C=CC2)C)CC=2N=NC=CC2)=O 3-methyl-6-(m-tolyl)-1-(pyridazin-3-ylmethyl)imidazo[4,5-b]pyridin-2-one